FC(CC(=O)N)(S(=O)(=O)C1=CC=C(C=C1)C)F 2,2-difluoro-2-(p-methylbenzenesulfonyl)ethane-1-carboxamide